3-(3-(1-(2-(2-Fluoro-5-(hydroxy(1H-indol-5-yl)methyl)phenyl)-1H-imidazol-4-yl)-1-hydroxyethyl)phenyl)propanoic acid FC1=C(C=C(C=C1)C(C=1C=C2C=CNC2=CC1)O)C=1NC=C(N1)C(C)(O)C=1C=C(C=CC1)CCC(=O)O